ONC(C1=CC=C(C=C1)CN1N=C(C=C1C=1C=C2C(N(C=NC2=CC1)C)=O)C1=CC=C(C=C1)OC)=O N-hydroxy-4-{[5-(3-methyl-4-oxo-3,4-dihydroquinazolin-6-yl)-3-(4-methoxyphenyl)-1H-pyrazol-1-yl]methyl}benzamide